2,3-dicyclohexylbutane-2,3-diol C1(CCCCC1)C(C)(C(C)(O)C1CCCCC1)O